(4-(ethoxycarbonyl)phenyl)-3-(pyridin-2-yl)propionic acid C(C)OC(=O)C1=CC=C(C=C1)C(C(=O)O)CC1=NC=CC=C1